6-[6-cyclopropyl-4-[4-fluoro-2-(4-methyl-1,2,4-triazol-3-yl)phenyl]pyridin-2-yl]-7-oxo-4-(trifluoromethyl)-1H-pyrrolo[2,3-c]pyridine-3-carbonitrile C1(CC1)C1=CC(=CC(=N1)N1C(C2=C(C(=C1)C(F)(F)F)C(=CN2)C#N)=O)C2=C(C=C(C=C2)F)C2=NN=CN2C